Cl.C(C1=CC=CC=C1)(=O)OC1(C(CC(CC1)S(=O)(=O)C1=CC=CC=C1)CN(C)C)C1=CC(=CC=C1)OC 2-((Dimethylamino)methyl)-1-(3-methoxyphenyl)-4-(phenylsulfonyl)cyclohexyl benzoate hydrochloride